(2S)-2-[(tert-Butyldimethylsilyl)oxy]propanoic acid ethyl ester C(C)OC([C@H](C)O[Si](C)(C)C(C)(C)C)=O